3-(3-(3-hydroxy-2,2-dimethylpropyl)-2-(2-((S)-1-methoxyethyl)pyridin-3-yl)-5-(4,4,5,5-tetramethyl-1,3,2-dioxaborolan-2-yl)-1H-indol-1-yl)cyclobutane-1-carbonitrile OCC(CC1=C(N(C2=CC=C(C=C12)B1OC(C(O1)(C)C)(C)C)C1CC(C1)C#N)C=1C(=NC=CC1)[C@H](C)OC)(C)C